COC1=CC=C(C=C1)C1CC(NC1)=O 4-(4-methoxyphenyl)-2-pyrrolidone